N-(2,5-difluoro-4-(5-methoxy-1H-benzo[d][1,2,3]triazol-1-yl)benzyl)sulfamide FC1=C(CNS(=O)(=O)N)C=C(C(=C1)N1N=NC2=C1C=CC(=C2)OC)F